1-(2,6-dichloropyridin-4-yl)ethane-1,2-diol ClC1=NC(=CC(=C1)C(CO)O)Cl